P1(=O)(O)OC2=C(C3=CC=CC=C3C=C2[Si](C2=CC=CC=C2)(C2=CC=CC=C2)C2=CC=CC=C2)C2=C(C(=CC3=CC=CC=C23)[Si](C2=CC=CC=C2)(C2=CC=CC=C2)C2=CC=CC=C2)O1 3,3'-bis(triphenylsilyl)-1,1'-binaphthyl-2,2'-diyl hydrogenphosphate